CC(C=S)C Methyl-thiopropionaldehyde